ClC=1N=NC(=CN1)N[C@H]1[C@H]([C@@H]2CC[C@H](C1)N2C(=O)OC(C)(C)C)F |r| (±)-tert-butyl (1S,2R,3R,5R)-3-[(3-chloro-1,2,4-triazin-6-yl)amino]-2-fluoro-8-azabicyclo[3.2.1]octane-8-carboxylate